Perfluoro-1-ethyl-3-propoxycyclohexane FC1(C(C(C(C(C1(F)F)(F)F)(F)F)(OC(C(C(F)(F)F)(F)F)(F)F)F)(F)F)C(C(F)(F)F)(F)F